C(#N)C1=C(C=CC(=C1)NC([C@H](CC1=CC=CC=C1)NC(C1=CC=C(C=C1)F)=O)=O)S(=O)(=O)Cl (S)-2-cyano-4-(2-(4-fluorobenzamido)-3-phenylpropanamido)benzene-1-sulfonyl chloride